3,4-dihydrobenzoic acid C(C1=CCCC=C1)(=O)O